C1(CC1)NC1=NC=C(C=C1C(CC(=O)OC(C)(C)C)=O)C tert-butyl 3-(2-(cyclopropylamino)-5-METHYLPYRIDIN-3-yl)-3-oxopropanoate